C(#N)C1=CN=CC=2[C@H]3N(C[C@@H](OC21)C3)C(=O)OC(C)(C)C tert-butyl (2S,5S)-9-cyano-2,3-dihydro-2,5-methanopyrido[3,4-f][1,4]oxazepine-4(5H)-carboxylate